C(C)(C)(C)OC(=O)N1C(C(C2=CC=CC(=C12)N(\N=C(/C(=O)OC)\C)CC1CC1)(C)C)=O.C1(C(C)O1)OC=1C2=CC=CC=C2C(=C2C=CC=CC12)OC1C(C)O1 9,10-bis-(1,2-epoxypropoxy)anthracene tert-butyl-(Z)-7-(1-(cyclopropylmethyl)-2-(1-methoxy-1-oxopropan-2-ylidene)hydrazineyl)-3,3-dimethyl-2-oxoindoline-1-carboxylate